O(C1=CC=CC=C1)C=1C=C(C=CC1)COC(=O)C1C(C1C=C(Cl)Cl)(C)C 3-(2,2-Dichloroethenyl)-2,2-dimethylcyclopropanecarboxylic acid (3-phenoxyphenyl)methyl ester